C1=C(C=CC2=CC=CC=C12)N(C1=CC=C(C=C1)NC1=CC=CC=C1)C1=CC=CC=C1 N1-(naphthalen-2-yl)-N1,N4-diphenylbenzene-1,4-diamine